C(#N)CCN(CCC)C N-(2-cyanoethyl)-N-methyl-N-propyl-amine